ClC1=C(C=CC=C1)C1=CC(=CC=C1)C(CC(=O)[O-])NC(=O)NC=1C(N(C=C(C1[O-])C)C)=O.[Na+].[Na+] Natrium 3-(2'-Chlorobiphenyl-3-yl)-3-(3-(1,5-dimethyl-4-oxido-2-oxo-1,2-dihydropyridin-3-yl)ureido)propanoat